tert-Butyl 8-((4-(((6-((2-(2,6-dioxopiperidin-3-yl)-1,3-dioxoisoindolin-4-yl)amino)hexyl)(methyl)amino)methyl)phenyl)amino)-8-oxooctanoate O=C1NC(CCC1N1C(C2=CC=CC(=C2C1=O)NCCCCCCN(C)CC1=CC=C(C=C1)NC(CCCCCCC(=O)OC(C)(C)C)=O)=O)=O